FC=1C=C2C(NC(C2=CC1F)=O)=O 5,6-difluoroisoindolin-1,3-dione